NC=1C2=C(N=CN1)N(C=C2)[C@H]2[C@@H]([C@@H]([C@H](C2)C2=CC1=CC=CC=C1C=C2)O)O (1R,2S,3R,5R)-3-(4-amino-7H-pyrrolo[2,3-d]pyrimidin-7-yl)-5-(naphthalen-2-yl)cyclopentane-1,2-diol